FC1CCN(CC1)CCN(C(=O)C1=CC2=C(S1)C(=CC(=C2)OC)C=2C=NC=C(C2)OC)CCC(=O)NC N-(2-(4-fluoropiperidin-1-yl)ethyl)-5-methoxy-7-(5-methoxypyridin-3-yl)-N-(3-(methylamino)-3-oxopropyl)benzo[b]thiophene-2-carboxamide